2-ethylhexyl 3-((1-(tetrahydro-2H-pyran-2-yl)-1H-pyrazol-4-yl)thio)propanoate O1C(CCCC1)N1N=CC(=C1)SCCC(=O)OCC(CCCC)CC